ClC1=C(C(=O)NC(C(=O)O)CCN(CCCCC2=NC=3NCCCC3C=C2)CCOCC)C=CC=C1 2-[(2-chlorobenzoyl)amino]-4-[2-ethoxyethyl-[4-(5,6,7,8-tetrahydro-1,8-naphthyridin-2-yl)butyl]amino]butanoic acid